6-(2-amino-2-oxo-ethoxy)-4-cyano-indane-2-carboxylic acid ethyl ester C(C)OC(=O)C1CC2=CC(=CC(=C2C1)C#N)OCC(=O)N